C(#N)C1(CC1)C1=CC=C(C=C1)C1=C(C=NC2=CC=C(C=C12)F)C(=O)OCC Ethyl 4-(4-(1-cyanocyclopropyl)phenyl)-6-fluoroquinoline-3-carboxylate